1-[(8aS)-6-chloro-5-(2-fluoro-6-hydroxyphenyl)-8a,9,11,12-tetrahydropyrazino[2',1':3,4][1,4]oxazepino[5,6,7-de]quinazolin-10(8H)-yl]prop-2-en-1-one ClC1=C2C3=C(N=CN=C3C=C1C1=C(C=CC=C1O)F)N1[C@H](CO2)CN(CC1)C(C=C)=O